6-(imidazo[1,2-a]pyridin-6-yl)-N-methyl-N-(2,2,6,6-tetramethylpiperidin-4-yl)pyridazin-3-amine N=1C=CN2C1C=CC(=C2)C2=CC=C(N=N2)N(C2CC(NC(C2)(C)C)(C)C)C